C(#N)C=1C(=CC(=C(C(=O)OC)C1)C)C1CCC1 methyl 5-cyano-4-cyclobutyl-2-methylbenzoate